2-[4-(9-phenanthrenyl)[1,1'-biphenyl]-2-yl]-4,4,5,5-tetramethyl-1,3,2-dioxaborolan C1=CC=CC=2C3=CC=CC=C3C(=CC12)C1=CC(=C(C=C1)C1=CC=CC=C1)B1OC(C(O1)(C)C)(C)C